tert-butyl 4-[1-[4-[(1S)-1-aminoethyl]phenyl]pent-4-enyl]piperazine-1-carboxylate N[C@@H](C)C1=CC=C(C=C1)C(CCC=C)N1CCN(CC1)C(=O)OC(C)(C)C